FC(C(C(=O)O)(C)C)C 3-fluoro-2,2-dimethyl-butyric acid